S(=O)(=O)(C(F)(F)F)I iodotriflate